C(=O)(O)COC1=C(C2=CC=CC=C2C=C1)C1=CC=CC2=CC=CC=C12 (carboxymethyl-oxy)-1,1'-binaphthyl